(R)-(2-(2-fluoropropan-2-yl)-4-methyloxazol-5-yl)(4-(4-fluoropyrazolo[1,5-a]pyridin-2-yl)-6,7-dihydro-1H-imidazo[4,5-c]pyridin-5(4H)-yl)methanone FC(C)(C)C=1OC(=C(N1)C)C(=O)N1[C@H](C2=C(CC1)NC=N2)C2=NN1C(C(=CC=C1)F)=C2